C(C)N1C(N(N=C1C1=CC=CC=C1)C=1N=C(C2=C(N1)C=CC=N2)N2CCOCC2)=O 4-ethyl-2-(4-morpholinopyrido[3,2-d]pyrimidin-2-yl)-5-phenyl-1,2,4-triazol-3-one